C(C1=CC=CC=C1)N1CCC(CC1)CCNC(=O)N1[C@@H](CN(C[C@H]1C)C=1C=NC(=NC1)OC)C (2R,6R)-N-[2-(1-benzylpiperidin-4-yl)ethyl]-4-(2-methoxypyrimidin-5-yl)-2,6-dimethylpiperazine-1-carboxamide